3-(4-((4-bromobutyl)thio)-1-carbonylisoindolin-2-yl)piperidine-2,6-dione BrCCCCSC1=C2CN(C(C2=CC=C1)=C=O)C1C(NC(CC1)=O)=O